3,3-difluoro-4-methyl-piperidin-4-ol FC1(CNCCC1(O)C)F